BrC=1C(=C(COCC2CN(CC23CN(C3)C(=O)C3(CC3)C(F)(F)F)C(=O)C=3C=NN(C3)CC3=C(C(=O)OC(C)(C)C)C=CC=C3)C=CC1)F tertbutyl 2-((4-(8-(((3-bromo-2-fluorobenzyl)oxy)methyl)-2-(1-(trifluoromethyl)cyclopropane-1-carbonyl)-2,6-diazaspiro[3.4]octane-6-carbonyl)-1H-pyrazol-1-yl)methyl)benzoate